C(C)OC(=O)C1=NN(C2=NC(=CN=C21)Cl)[C@H](C)C2=C(C=C(C=C2)Cl)Cl (R)-6-chloro-1-(1-(2,4-dichlorophenyl)ethyl)-1H-pyrazolo[3,4-b]pyrazine-3-carboxylic acid ethyl ester